1-(3-bromobenzyl)-4-phenyl-1,2,3-triazole BrC=1C=C(CN2N=NC(=C2)C2=CC=CC=C2)C=CC1